1-(2-(2-(2-(2-(3-(6,8-dichloro-2-methyl-1,2,3,4-tetrahydroisoquinolin-4-yl)phenylsulfonamido)ethoxy)ethoxy)ethoxy)ethyl)-1H-1,2,3-triazole-4,5-dicarboxylic acid ClC=1C=C2C(CN(CC2=C(C1)Cl)C)C=1C=C(C=CC1)S(=O)(=O)NCCOCCOCCOCCN1N=NC(=C1C(=O)O)C(=O)O